(1-methyl-1H-tetrazol-5-yl)isophthalimide CN1N=NN=C1C1=C2C(=O)NC(C1=CC=C2)=O